ClC=1C(=NC(=NC1)NC=1C=C(C=NC1)N1C(CCC1)=O)N1C(CCCC1)C 1-(5-((5-chloro-4-(2-methylpiperidin-1-yl)pyrimidin-2-yl)amino)pyridin-3-yl)pyrrolidin-2-one